(S)-4-[2-(5-Fluoro-2-pyridyl)-6-(methoxymethyl)-4,5,6,7-tetrahydropyrazolo[1,5-a]pyridin-3-yl]-6-methyl-1H-pyrazolo[3,4-b]pyridine FC=1C=CC(=NC1)C1=NN2C(CC[C@@H](C2)COC)=C1C1=C2C(=NC(=C1)C)NN=C2